N-(4-(1-(4-Methyl-3-nitrophenyl)-2-oxo-1,2-dihydrobenzo[h][1,6]naphthyridin-9-yl)phenyl)methanesulfonamide CC1=C(C=C(C=C1)N1C(C=CC2=CN=C3C(=C12)C=C(C=C3)C3=CC=C(C=C3)NS(=O)(=O)C)=O)[N+](=O)[O-]